O[C@H](CNC(=O)C1=NC(=CC(=C1)C1=C(C=CC(=C1)NC(=O)N1C[C@@H](CC1)CC(F)(F)F)C)N1CCOCC1)C N-[(2S)-2-hydroxypropyl]-4-[2-methyl-5-[(3S)-3-(2,2,2-trifluoroethyl)pyrrolidine-1-carbonylamino]phenyl]-6-(morpholin-4-yl)pyridine-2-carboxamide